Cl.O=S1CCN(CC1)C=1N=C(C2=C(C=NNC2=O)N1)NC1=CC=C(C=C1)CN1CCNCC1 2-(1-Oxidothiomorpholino)-4-((4-(Piperazin-1-ylmethyl)phenyl)amino)pyrimido[4,5-d]pyridazin-5(6H)-on Hydrochlorid